C1(CCCCCC1)C1=CC=C(C=C1)NC1=CC=2C(C3=CC=CC=C3C2C=C1)(C)C N-(4-cycloheptylphenyl)-9,9-dimethyl-9H-fluoren-2-amine